C(C)OC(=O)[C@@H]1C[C@H](CCC1)OC1=CC=C(C=C1)C=1N=NN(C1CO)C (1S,3S)-3-(4-(5-(hydroxymethyl)-1-methyl-1H-1,2,3-triazol-4-yl)phenoxy)cyclohexanecarboxylic acid ethyl ester